1-benzyl-5-(2-methyl-6-{1-methyl-5-[(oxan-2-yloxy)methyl]-1H-1,2,3-triazol-4-yl}pyridin-3-yl)-1,2,3,6-tetrahydropyridin-3-one C(C1=CC=CC=C1)N1CC(C=C(C1)C=1C(=NC(=CC1)C=1N=NN(C1COC1OCCCC1)C)C)=O